C(#N)C(CCC(=O)O)(C)SC(=O)SCC 4-cyano-4-((ethylthio)carbonyl-thio)pentanoic acid